OC=1C=C(C=CC1O)C1=CC(=CC2=CC(=C(C=C12)O)OC)C(=O)O 4-(3,4-dihydroxyphenyl)-6-hydroxy-7-methoxy-2-naphthoic acid